C1=CC=CC=2C3C4C5C(C(C3CC12)C4)C4C=CC5C4 4b,5a,6,9,9a,10,10a,11-octahydro-5H-5,10:6,9-dimethanobenzo[b]fluorene